C1(=CC=C(C=C1)C1=CC2=C(N=C(S2)NC(=O)[C@H]2CNCC2)C=C1)C1=CC=CC=C1 (R)-N-(6-([1,1'-Biphenyl]-4-yl)benzo[d]thiazol-2-yl)pyrrolidine-3-carboxamide